4-fluoro-2-[5-(3-{[(2S)-1-(1H-tetrazol-1-yl)propan-2-yl]oxy}phenyl)-3H-imidazo[4,5-b]pyridin-3-yl]benzonitrile FC1=CC(=C(C#N)C=C1)N1C=NC=2C1=NC(=CC2)C2=CC(=CC=C2)O[C@H](CN2N=NN=C2)C